N-(2,3-dimethoxybenzyl)-2-(3,4-dimethoxyphenyl)propan-1-amine COC1=C(CNCC(C)C2=CC(=C(C=C2)OC)OC)C=CC=C1OC